amino-5-chloro-2,4'-difluoro-6'-(2-oxo-1,2-dihydropyrimidin-5-yl)-N-(2-(trifluoromethyl)pyridin-4-yl)-[1,1'-biphenyl]-4-carboxamide NC=1C(=C(C=C(C1C(=O)NC1=CC(=NC=C1)C(F)(F)F)Cl)C1=CC=C(C=C1C=1C=NC(NC1)=O)F)F